1-bromo-4-(cyclopropylsulfanyl)benzene BrC1=CC=C(C=C1)SC1CC1